4-amino-3-chloro-6-(4-iodophenyl)-5-methylpyridine-2-carboxylic acid NC1=C(C(=NC(=C1C)C1=CC=C(C=C1)I)C(=O)O)Cl